5-(1-(4-(dimethylamino)piperidin-1-yl)ethyl)-6-methyl-2-(pyridin-3-yl)indolizine-7-carboxylic acid isopropyl ester C(C)(C)OC(=O)C=1C(=C(N2C=C(C=C2C1)C=1C=NC=CC1)C(C)N1CCC(CC1)N(C)C)C